2-methoxyhydroquinone sulfate S(=O)(=O)(O)O.COC1=C(O)C=CC(=C1)O